7-amino-3-(2-fluoro-6-methyl-phenyl)-1-(1-methyl-azetidin-3-yl)-4H-pyrimido[4,5-d]pyrimidin-2-one NC1=NC=C2C(=N1)N(C(N(C2)C2=C(C=CC=C2C)F)=O)C2CN(C2)C